CON(C(=O)C=1N=CN(C1C)C=1C=NC(=CC1)C)C N-methoxy-N,5-dimethyl-1-(6-methylpyridin-3-yl)-1H-imidazole-4-carboxamide